NC(C)C=1N(S(C2=C(C1)C=CC=C2Cl)(=O)=O)C=2C=NC=CC2 3-(1-aminoethyl)-8-chloro-2-(pyridin-3-yl)-2H-benzo[e][1,2]thiazine 1,1-dioxide